2-amino-4-fluoro-4-methyl-N-(methylsulfonyl)pentanamide hydrochloride Cl.NC(C(=O)NS(=O)(=O)C)CC(C)(C)F